(R)-1-(3-hydroxyphenyl)-2-bromoethanol OC=1C=C(C=CC1)[C@H](CBr)O